7-(chloromethyl)pyrrolo[1,2-a]quinoxalin-4(5H)-one ClCC=1C=C2NC(C=3N(C2=CC1)C=CC3)=O